BrC1=CC2=C(N(S(C2)(=O)=O)C)C=C1 5-bromo-1-methyl-1,3-dihydrobenzo[C]isothiazole 2,2-dioxide